1,2-dibromoethane bromine [Br].BrCCBr